[N+](=O)([O-])C1=C(C=CC=C1NC1COCC1)CO (2-nitro-3-((tetrahydrofuran-3-yl)amino)phenyl)methanol